O=C1NC(CCC1N1C(C2=CC=C(C=C2C1=O)NCC(=O)NC1CN(C1)C1=NC(=CC=C1)C1=CN=C2N1N=C(C=C2)N2[C@H](CCC2)C2=CC(=CC=C2)F)=O)=O 2-((2-(2,6-Dioxopiperidin-3-yl)-1,3-dioxoisoindolin-5-yl)amino)-N-(1-(6-(6-((R)-2-(3-fluorophenyl)pyrrolidin-1-yl)imidazo[1,2-b]pyridazin-3-yl)pyridin-2-yl)azetidin-3-yl)acetamide